ethyl 2-[2-[tert-butoxycarbonyl(cyclopropylmethyl)amino]-4-pyridyl]oxazole-4-carboxylate C(C)(C)(C)OC(=O)N(C1=NC=CC(=C1)C=1OC=C(N1)C(=O)OCC)CC1CC1